C(C)[C@@]1(C[C@H](O)[C@@H](CO)O1)N1C(=O)NC(=O)C=C1 Ethyl-2'-deoxyuridine